NC1=NC=2C=CC(=CC2C2=C1C=NN2C)C(=O)N(C)[C@@H]2COC1=C2C=CC(=C1)C=1C=NN(C1)C1CC1 4-amino-N-((3S)-6-(1-cyclopropyl-1H-pyrazol-4-yl)-2,3-dihydro-1-benzofuran-3-yl)-N,1-dimethyl-1H-pyrazolo[4,3-c]quinoline-8-carboxamide